FC(C1=C(C(=CC(=C1)C)C)N1N=C2N=C(NC(C2=C1)=O)OCC)F 2-[2-(difluoromethyl)-4,6-dimethylphenyl]-6-ethoxy-2,5-dihydro-4H-pyrazolo[3,4-d]pyrimidin-4-one